ClC1=C(C=C(C(=C1)F)B1OC(C(O1)(C)C)(C)C)C1=NOC(C1)(C(=O)OCC)C ethyl 3-[2-chloro-4-fluoro-5-(4,4,5,5-tetramethyl-1,3,2-dioxaborolan-2-yl)phenyl]-5-methyl-4H-isoxazole-5-carboxylate